N-((1S,2R)-2-Acrylamidocyclohexyl)-5-(2-methyl-4-phenoxyphenyl)-4-oxo-4,5-dihydro-3H-1-thia-3,5,8-triazaacenaphthylene-2-carboxamide C(C=C)(=O)N[C@H]1[C@H](CCCC1)NC(=O)C=1SC=2N=CC=C3N(C(NC1C23)=O)C2=C(C=C(C=C2)OC2=CC=CC=C2)C